N-(4-phenoxyphenyl)-7H-pyrrolo[2,3-d]-pyrimidin-4-amine O(C1=CC=CC=C1)C1=CC=C(C=C1)NC=1C2=C(N=CN1)NC=C2